2-chloro-4-hydroxy-3,5,6-trimethylbenzoic acid ClC1=C(C(=O)O)C(=C(C(=C1C)O)C)C